3-fluoro-4-iodopyridine-2-carbonitrile FC=1C(=NC=CC1I)C#N